FC=1C=NN(C1)C1=CC=C(C=N1)[C@H](C)NC(=O)N1CCN(CC1)C1=NC(=CC(=C1)C)NC1=NNC(=C1)C (S)-N-(1-(6-(4-fluoro-1H-pyrazol-1-yl)pyridin-3-yl)ethyl)-4-(4-methyl-6-((5-methyl-1H-pyrazol-3-yl)amino)pyridin-2-yl)piperazine-1-carboxamide